2-hydroxy-8-methyl-chromene-2-carboxylate OC1(OC2=C(C=CC=C2C=C1)C)C(=O)[O-]